6-tertiary butyl-3-methyl-4-ethyl-phenol C(C)(C)(C)C1=CC(=C(C=C1O)C)CC